C1(CC1)C1=C(C(=NO1)C1=C(C=CC=C1)OC(F)(F)F)C1=CC2(C1)CCN(CC2)C=2C=C1C(=CC(=NC1=CC2)C(=O)O)OC(C)C 6-(2-(5-cyclopropyl-3-(2-(trifluoromethoxy)phenyl)isoxazol-4-yl)-7-azaspiro[3.5]non-1-en-7-yl)-4-isopropoxyquinoline-2-carboxylic acid